O1CCN(CC1)CCOC1=CC2=C(N(C=N2)C2=CC=C(C(=N2)OC2=CC=CC=C2)C(C)=O)C=C1 1-[6-[5-(2-morpholinoethoxy)benzimidazol-1-yl]-2-phenoxy-3-pyridinyl]ethanone